[Fe].[Zn].[Cu] Copper-zinc-iron